(1-(4-(trifluoromethyl)phenyl)-2,3-dihydro-1H-pyrido[2,3-b][1,4]thiazin-3-yl)methanol FC(C1=CC=C(C=C1)N1C2=C(SC(C1)CO)N=CC=C2)(F)F